C1(=NCC=C2C1=NC1=CC=CC=C21)C=O 3H-pyrido[3,4-b]indole-1-carbaldehyde